1-[4-(2,3-dimethylphenyl)piperazin-1-yl]-2-{3-[(3R,4R)-4-hydroxy-3-methylpiperidine-1-carbonyl]-5,6-dihydrocyclopenta[c]pyrazol-1(4H)-yl}ethan-1-one CC1=C(C=CC=C1C)N1CCN(CC1)C(CN1N=C(C2=C1CCC2)C(=O)N2C[C@H]([C@@H](CC2)O)C)=O